FC(CN1N=NC2=C1C=C(C=C2)C=2C=CN1N=C(N=C(C12)OC)NC1CCC(CC1)(O)CC)F (1r,4r)-4-((5-(1-(2,2-Difluoroethyl)-1H-benzo[d][1,2,3]triazol-6-yl)-4-methoxypyrrolo[2,1-f][1,2,4]triazin-2-yl)amino)-1-ethylcyclohexan-1-ol